5-((6-cyclopropyl-2-(4-methoxybenzyl)-3-oxoisoindolin-1-yl)methyl)-6-methylpyrimidine-4-carbonitrile C1(CC1)C1=CC=C2C(N(C(C2=C1)CC=1C(=NC=NC1C)C#N)CC1=CC=C(C=C1)OC)=O